CN1CC(CCC1)C(=O)O 1-methyl-piperidine-3-carboxylic acid